ClC=1C(=NN2C1N=C(C=C2)Cl)CN2CCOCC2 4-((3,5-dichloropyrazolo[1,5-a]pyrimidin-2-yl)methyl)morpholine